2-(3,3-difluoroazetidin-1-yl)-N-methyl-5,8-dihydro-6H-pyrano[3,4-b]pyridin-5-amine FC1(CN(C1)C1=CC=C2C(=N1)COCC2NC)F